2-(7-chloro-4-fluoro-1H-indole-2-carbonyl)-N-[1-cyano-2-[2-oxo-3-piperidyl]ethyl]-5,5-difluoro-2-azabicyclo[2.2.2]octane-3-carboxamide ClC=1C=CC(=C2C=C(NC12)C(=O)N1C2CC(C(C1C(=O)NC(CC1C(NCCC1)=O)C#N)CC2)(F)F)F